4-hydroxyphenyl-(dimethyl)sulfonium methyl-sulfate COS(=O)(=O)[O-].OC1=CC=C(C=C1)[S+](C)C